4-Methyl-N-[3-(4-propyl-piperazin-1-yl)-5-trifluoromethyl-phenyl]-3-(4-pyridin-3-yl-pyrimidin-2-ylamino)-benzamide CC1=C(C=C(C(=O)NC2=CC(=CC(=C2)C(F)(F)F)N2CCN(CC2)CCC)C=C1)NC1=NC=CC(=N1)C=1C=NC=CC1